1,3-Bis(carbazole-9-yl)benzene C1=CC=CC=2C3=CC=CC=C3N(C12)C1=CC(=CC=C1)N1C2=CC=CC=C2C=2C=CC=CC12